FC1=C(C=C(C=C1F)F)C=1N=CNC1N 4-(2,3,5-trifluorophenyl)-1H-imidazol-5-amine